(2S,4R)-4-((tert-butyldimethylsilyl)oxy)-1-(2-(3-(3-hydroxypropyl)isoxazol-5-yl)-3-methylbutyryl)-N-((S)-1-(4-(4-methylthiazol-5-yl)phenyl)ethyl)pyrrolidine-2-carboxamide [Si](C)(C)(C(C)(C)C)O[C@@H]1C[C@H](N(C1)C(C(C(C)C)C1=CC(=NO1)CCCO)=O)C(=O)N[C@@H](C)C1=CC=C(C=C1)C1=C(N=CS1)C